ClC1=C(C=CC=C1)C=1N(C2=NC(=NC(=C2N1)N1CCC(CC1)(C(=O)N)C)N1CCS(CC1)(=O)=O)C1=CC=C(C=C1)Cl 1-[8-(2-chlorophenyl)-9-(4-chlorophenyl)-2-(1,1-dioxo-1,4-thiazinan-4-yl)purin-6-yl]-4-methyl-piperidine-4-carboxamide